C(#N)C1=CC(=C(C=C1)COC1=CC=CC(=N1)C1=CC(=C(C=C1)CC=1N(C2=C(N1)C=CC(=C2)C(=O)O)C[C@H]2OCC2)F)F 2-[[4-[6-[(4-Cyano-2-fluoro-phenyl)methoxy]-2-pyridyl]-2-fluoro-phenyl]methyl]-3-[(2S)-oxetan-2-ylmethyl]benzimidazole-5-carboxylic acid